ClC=1C=CC(=C(C1)C1=CC(=C(N=N1)C)NC1=CC(=NC=C1)NC(CCN1CCN(CC1)C)=O)F N-(4-{[6-(5-Chloro-2-Fluorophenyl)-3-Methylpyridazin-4-yl]Amino}Pyridin-2-yl)-3-(4-Methylpiperazin-1-yl)Propanamid